tert-butyl-(1R,2S,4S)-2-((5-bromo-3-methylpyrazin-2-yl)oxy)-7-azabicyclo[2.2.1]heptane C(C)(C)(C)[C@@]12[C@H](C[C@H](CC1)N2)OC2=NC=C(N=C2C)Br